CC1=C(N=NC(=C1)N[C@H]1CN(CCC1)CCN1CCNCC1)C1=C(C=C(C=C1)C(F)(F)F)O (R)-2-(4-Methyl-6-((1-(2-(piperazin-1-yl)ethyl)piperidin-3-yl)amino)pyridazin-3-yl)-5-(trifluoromethyl)phenol